N[C@H](CC#N)CC (S)-3-aminopentanenitrile